BrC1=CC=C2C(=NC(=NC2=C1F)Cl)N1[C@@H](CN([C@H](C1)CC#N)CC1=CC=C(C=C1)OC)CC(=O)N(C)CCO 2-((2r,5s)-1-(7-bromo-2-chloro-8-fluoroquinazolin-4-yl)-5-(cyanomethyl)-4-(4-methoxybenzyl)piperazin-2-yl)-N-(2-hydroxyethyl)-N-methylacetamide